O1COC2=C1C=CC(=C2)NC(=O)[C@@H]2CC[C@@H](CC2)N2C(NC1=C2C=CC=C1Br)=O (Cis)-N-(2H-1,3-benzodioxol-5-yl)-4-(4-bromo-2-oxo-2,3-dihydro-1H-1,3-benzodiazol-1-yl)cyclohexane-1-carboxamide